N-(5-fluoropentyl)phthalimide FCCCCCN1C(C=2C(C1=O)=CC=CC2)=O